1-(9-(4-amino-7-methyl-5-(pyridazin-4-yl)-7H-pyrrolo[2,3-d]pyrimidin-6-yl)-3-azaspiro[5.5]undec-8-en-3-yl)prop-2-en-1-one NC=1C2=C(N=CN1)N(C(=C2C2=CN=NC=C2)C2=CCC1(CCN(CC1)C(C=C)=O)CC2)C